FCCCCCC[Si](OCC)(OCC)OCC 6-fluorohexyltriethoxysilane